O=C1N(C2=C(SC1)C=CC(=C2)C(=O)OC)CC=2SC=CC2 methyl 3-oxo-4-(thiophen-2-ylmethyl)-3,4-dihydro-2H-benzo[b][1,4]thiazine-6-carboxylate